3-bromo-4-[(2,4-difluorobenzyl)oxy]-6-methyl-1-(pyridin-3-ylmethyl)pyridin-2(1H)-one BrC=1C(N(C(=CC1OCC1=C(C=C(C=C1)F)F)C)CC=1C=NC=CC1)=O